(Z)-8-dodecene CCCCCCC\C=C/CCC